COC(=O)C1=CC=C(C=C1)C1=C(C(=C(C=C1)OC)F)CN.C(=O)(O)CCC1(C2=CC(=CC=C2C=2C=CC(=CC12)C1=CC=CC2=CC=CC=C12)C1=CC=CC2=CC=CC=C12)CCC(=O)O 9,9-bis(2-carboxyethyl)-2,7-bis(1-naphthyl)fluorene methyl-2'-(aminomethyl)-3'-fluoro-4'-methoxy-[1,1'-biphenyl]-4-carboxylate